C(N)(=O)C=1N(N=C2C1NCCC2C2CCN(CC2)C(=O)OC(C)(C)C)C2=C(C=C(C=C2)OC2=CC=CC=C2)OC tert-butyl 4-[3-carbamoyl-2-(2-methoxy-4-phenoxyphenyl)-4,5,6,7-tetrahydro-2H-pyrazolo[4,3-b]pyridin-7-yl]piperidine-1-carboxylate